C(C)(C)(C)OC(CC(C(C)(C)C1=CC(=C(C=C1)CC)I)=O)=O 4-(4-Ethyl-3-iodophenyl)-4-methyl-3-oxopentanoic acid tert-butyl ester